FC=1C(=C(C=C(C1)C)O)C1=C(N=C(N=N1)N[C@H]1CN(CCC1)C)C 3-fluoro-5-methyl-2-(5-methyl-3-(((R)-1-methylpiperidin-3-yl)amino)-1,2,4-triazin-6-yl)phenol